1-(tert-butyl) 2-methyl (2S,4S)-4-acetoxypyrrolidine-1,2-dicarboxylate C(C)(=O)O[C@H]1C[C@H](N(C1)C(=O)OC(C)(C)C)C(=O)OC